dodecyltris(3-fluorophenyl)silane C(CCCCCCCCCCC)[Si](C1=CC(=CC=C1)F)(C1=CC(=CC=C1)F)C1=CC(=CC=C1)F